Cl.Cl.NC(C(=O)NC1=NC(=C(C=C1)C=1C(=NN(C1C)COCC[Si](C)(C)C)C)F)=C(C1CC1)C1CC1 (2S)-2-amino-3,3-dicyclopropyl-N-[5-[3,5-dimethyl-1-(2-trimethylsilylethoxymethyl)pyrazol-4-yl]-6-fluoro-2-pyridyl]propenamide hydrochloride Hydrogen chloride